N-(4,4-difluorocyclohexyl)-2-(3,5-dimethyl-1H-pyrazol-1-yl)-6-((1-methyl-1H-1,2,4-triazol-5-yl)methoxy)pyrimidin-4-amine FC1(CCC(CC1)NC1=NC(=NC(=C1)OCC1=NC=NN1C)N1N=C(C=C1C)C)F